N-((quinolin-3-yl)methylene)-2-methylpropane-2-sulfinamide N1=CC(=CC2=CC=CC=C12)C=NS(=O)C(C)(C)C